C1(=CC(=CC=C1)C)C(C)C meta-Cymene